((2-(2-hydroxyethyl)-1,2,3,4-tetrahydroisoquinolin-7-yl)(isopropyl)amino)-1-methylpyridin-2(1H)-one OCCN1CC2=CC(=CC=C2CC1)N(C(C)C)C=1C(N(C=CC1)C)=O